pentaerythritol tetrakis[mercaptoacetate] SCC(=O)OCC(COC(CS)=O)(COC(CS)=O)COC(CS)=O